C1(=CC=CC=C1)C(=C)CC(C)(C)C1=CC=CC=C1 2,4-diphenyl-4-methylpentene